BrC=1C=CC(=C(C(=O)O)C1)C(NC1=CC=CC=C1)=O 5-bromo-2-[phenylcarbamoyl]benzoic acid